(R)-1-((R)-N-(methylsulfonyl)-N-(1-(1-(naphthalen-1-yl)ethyl)piperidin-4-yl)glycyl)-N-(prop-2-yn-1-yl)azetidine-3-carboxamide CS(=O)(=O)N(CC(=O)N1CC(C1)C(=O)NCC#C)C1CCN(CC1)[C@H](C)C1=CC=CC2=CC=CC=C12